(R,Z)-N-(2-(3-chlorophenyl)-1-phenylethyl)-4-(trifluoromethyl)benzimidoyl cyanide ClC=1C=C(C=CC1)C[C@H](C1=CC=CC=C1)\N=C(\C1=CC=C(C=C1)C(F)(F)F)/C#N